Cl.NC(C(=O)OC(C)C1CCCCC1)(C)C 1-cyclohexylethyl 2-amino-2-methylpropanoate hydrochloride